C1(CC1)C=1C2=C(N=NC1C1=C(C=C(C=C1C)C)O)N(C=N2)[C@H]2CN(CCC2)C 2-[4-cyclopropyl-7-[(3R)-1-methyl-3-piperidyl]imidazo[4,5-c]pyridazin-3-yl]-3,5-dimethyl-phenol